4-(Dimethoxymethyl)-1-[3-(4-nitrobenzenesulfonyl)phenyl]piperidine COC(C1CCN(CC1)C1=CC(=CC=C1)S(=O)(=O)C1=CC=C(C=C1)[N+](=O)[O-])OC